ClC1=NC(=CC(=N1)NC1=NC=CC(=C1)OC(F)(F)F)Cl 2,6-dichloro-N-(4-(trifluoromethoxy)pyridin-2-yl)pyrimidin-4-amine